Ethyl (S)-3-(2',6'-Difluorobiphenyl-3-yl)-3-(3-(4-hydroxy-1,5-dimethyl-2-oxo-1,2-dihydropyridin-3-yl)ureido)propanoat FC1=C(C(=CC=C1)F)C1=CC(=CC=C1)[C@H](CC(=O)OCC)NC(=O)NC=1C(N(C=C(C1O)C)C)=O